5-hydroxymethyl-1,1,4a-trimethyl-6-methylenedecahydronaphthalen-2-ol OCC1C2(CCC(C(C2CCC1=C)(C)C)O)C